tert-butyl 4-[8-({8-fluoro-2-methylimidazo[1,2-a]pyridin-6-yl}carbamoyl)-3-methoxyquinoxalin-5-yl]piperazine-1-carboxylate FC=1C=2N(C=C(C1)NC(=O)C=1C=CC(=C3N=C(C=NC13)OC)N1CCN(CC1)C(=O)OC(C)(C)C)C=C(N2)C